4-(3',5'-di-tert-butylphenyl)-2-methyl-1,5,6,7-tetrahydro-s-indacene C(C)(C)(C)C=1C=C(C=C(C1)C(C)(C)C)C1=C2C=C(CC2=CC=2CCCC12)C